O=C1N(C(N(C12CCC2)C2=CC=C(C=C2)O)=S)C2=CC(=C(C#N)C=C2)C(F)(F)F 4-(8-oxo-6-thioxo-5-(4-hydroxyphenyl)-5,7-diazaspiro[3.4]oct-7-yl)-2-trifluoromethylbenzonitrile